3-(3-ethyl-4-oxo-spiro[6,8-dihydro-5H-pyrazolo[4,3-c]azepine-7,4'-tetrahydropyran]-1-yl)propyl oxazole-5-carboxylate O1C=NC=C1C(=O)OCCCN1N=C(C=2C(NCC3(CCOCC3)CC21)=O)CC